FC(C1=CC=2OCC3N(C2N=C1)CC(CC3)C#N)(F)F 3-(trifluoromethyl)-6,6a,7,8,9,10-hexahydrodipyrido[3,2-b:1',2'-d][1,4]oxazine-9-carbonitrile